ClC=1C(=C(C=C(C1)CC)N1CCN(CC1)CCCCC=1N=NN(C1)CCC(C(=O)N(C)C)(C1=CC=CC=C1)C1=CC=CC=C1)OC 4-(4-(4-(4-(3-chloro-5-ethyl-2-methoxyphenyl)piperazin-1-yl)butyl)-1H-1,2,3-triazol-1-yl)-N,N-dimethyl-2,2-diphenylbutanamide